C1(=CC=C(C=C1)C=1C2=C(N=C(N1)Cl)C1=C(S2)C=CC=C1)C1=CC=CC=C1 4-([1,1'-biphenyl]-4-yl)-2-chlorobenzo[4,5]thieno[3,2-d]pyrimidine